ClC1=NC2=C(C=3C=CN=CC13)NC(=C2)C(=O)OCC ethyl 5-chloro-1H-pyrrolo[3,2-c][2,7]naphthyridine-2-carboxylate